N2-[fluorenylmethoxycarbonyl]-L-lysine allyl ester monohydrochloride Cl.C(C=C)OC([C@@H](NC(=O)OCC1=CC=CC=2C3=CC=CC=C3CC12)CCCCN)=O